1,5-diethyl (2S)-2-{[5-nitro-3-(trifluoromethyl)pyridin-2-yl]formamido}pentanedioate [N+](=O)([O-])C=1C=C(C(=NC1)C(=O)N[C@H](C(=O)OCC)CCC(=O)OCC)C(F)(F)F